3-(dimethylamino)-1-(4-fluorophenyl)propan-1-one hydrochloride Cl.CN(CCC(=O)C1=CC=C(C=C1)F)C